BrC=1C(=C(OCCC(C(=O)N(C)OC)F)C(=CC1)C)F 4-(3-bromo-2-fluoro-6-methylphenoxy)-2-fluoro-N-methoxy-N-methylbutanamide